tert-butyl (R)-3-((2-amino-4-(8-methoxy-[1,2,4]triazolo[1,5-a]pyridin-6-yl)-5-(trifluoromethyl)phenyl)amino)piperidine-1-carboxylate NC1=C(C=C(C(=C1)C=1C=C(C=2N(C1)N=CN2)OC)C(F)(F)F)N[C@H]2CN(CCC2)C(=O)OC(C)(C)C